(2-(benzo[c][1,2,5]oxadiazol-5-ylmethoxy)-4-((2-fluoro-[1,1'-biphenyl]-3-yl)methoxy)-5-chlorobenzyl)-D-serine N=1ON=C2C1C=CC(=C2)COC2=C(CN[C@H](CO)C(=O)O)C=C(C(=C2)OCC=2C(=C(C=CC2)C2=CC=CC=C2)F)Cl